N-{(2S,3R)-4,4-difluoro-1-(oxetane-2-carbonyl)-2-[(2,2',4',5'-tetrafluoro[1,1'-biphenyl]-3-yl)methyl]pyrrolidin-3-yl}-ethanesulfonamide FC1([C@@H]([C@@H](N(C1)C(=O)C1OCC1)CC=1C(=C(C=CC1)C1=C(C=C(C(=C1)F)F)F)F)NS(=O)(=O)CC)F